Tert-butyl(tert-butoxycarbonyl)(3-((tert-butoxycarbonyl)(propyl)carbamoyl)-8-(5-fluoropyrimidin-4-yl)isoquinolin-4-yl)carbamate C(C)(C)(C)OC(N(C1=C(N=CC2=C(C=CC=C12)C1=NC=NC=C1F)C(N(CCC)C(=O)OC(C)(C)C)=O)C(=O)OC(C)(C)C)=O